ClC1=C(OC2=C3C(=NNC3=CC=C2NC(C2=CC(=CC(=C2)C(F)(F)F)F)=O)NC)C=C(C=C1)F N-(4-(2-chloro-5-fluorophenoxy)-3-(methylamino)-1H-indazol-5-yl)-3-fluoro-5-(trifluoromethyl)benzamide